BrC1=CC(=C(C(=C1)I)NC(=O)C1CCOCC1)C(NC1CC1)=O N-[4-bromo-2-(cyclopropylcarbamoyl)-6-iodo-phenyl]tetrahydropyran-4-carboxamide